C(=S)[S-].N(N)[NH3+] hydrazinoammonium dithioformate